NC1=NC(=C(C(=C1C#N)C1=CC(=CC=C1)C1=NC(=CC=C1)F)C#N)N1CCCCC1 2-amino-4-(3-(6-fluoropyridin-2-yl)phenyl)-6-(piperidin-1-yl)pyridine-3,5-dicarbonitrile